COC=1C=C2CCNC(C2=CC1OC)CC(O)C1=C(C=C(C=C1)OC)OC 2-(6,7-dimethoxy-1,2,3,4-tetrahydroisoquinolinyl)-1-(2,4-dimethoxyphenyl)ethanol